(2,3)-oxazinan C1ONCCC1